3-isopropyl-N-(4-methyl-1,1-dioxidotetrahydro-2H-thiopyran-4-yl)-1-(3-(methylthio)phenyl)-2-oxo-2,3-dihydro-1H-benzo[d]imidazole-5-carboxamide C(C)(C)N1C(N(C2=C1C=C(C=C2)C(=O)NC2(CCS(CC2)(=O)=O)C)C2=CC(=CC=C2)SC)=O